methyl 2-(6-chloro-2-(difluoromethyl)pyrimidin-4-yl)-2-methylpropanoate ClC1=CC(=NC(=N1)C(F)F)C(C(=O)OC)(C)C